N-(7-(2-cyanopropan-2-yl)spiro[chromeno[4,3-d]thiazole-4,3'-oxetan]-2-yl)-4,6-dimethoxypyrimidine-5-carboxamide C(#N)C(C)(C)C=1C=CC2=C(C1)OC1(COC1)C1=C2N=C(S1)NC(=O)C=1C(=NC=NC1OC)OC